1-chloro-6,8-difluoro-7-isopropylbenzofuro[2,3-c]pyridine ClC1=NC=CC2=C1OC1=C2C=C(C(=C1F)C(C)C)F